pentyl N,N-dimethyl-p-aminobenzoate CN(C1=CC=C(C(=O)OCCCCC)C=C1)C